ethyl (2-cyano-2-(2-(3,5-dichloro-4-((1-isopropyl-5-methyl-6-oxo-1,6-dihydropyridin-3-yl)oxy)phenyl) hydrazineylidene)acetyl)carbamate C(#N)C(C(=O)NC(OCC)=O)=NNC1=CC(=C(C(=C1)Cl)OC1=CN(C(C(=C1)C)=O)C(C)C)Cl